C(C)(C)(C)C(C(=O)O)N1C=NC=2C(=NC=CC21)Cl Tert-butyl-2-(4-chloro-1H-imidazo[4,5-c]pyridin-1-yl)acetic acid